ClC1=NC(=NC(=N1)N1CCOCC1)NC1=CC(=CC=C1)C(F)(F)F 4-chloro-6-morpholinyl-N-(3-(trifluoromethyl)phenyl)-[1,3,5]Triazin-2-amine